C(C)(=O)OOC1CC1 cyclopropyloxy acetate